O1C(OCC1)C1=C(OCC(=O)OCC)C=CC=C1C=1SC=CN1 ethyl 2-(2-(1,3-dioxolan-2-yl)-3-(thiazol-2-yl)phenoxy)acetate